Methyl (S)-3-bromo-4-(((1-hydroxypropan-2-yl)amino)methyl)benzoate BrC=1C=C(C(=O)OC)C=CC1CN[C@H](CO)C